4-(pyridine-2-yl)-1,2,3-thiadiazole N1=C(C=CC=C1)C=1N=NSC1